(S)-Benzyl 4-methyl-2-(4-methylphenylsulfonamido)pentanoate CC(C[C@@H](C(=O)OCC1=CC=CC=C1)NS(=O)(=O)C1=CC=C(C=C1)C)C